O1C=CC=2C(=NC=3C=CC=CC3C21)C(=O)OCC Ethyl furo[3,2-c]quinoline-4-carboxylate